FC(C=1C=C(C(=O)NC(C)C=2C(=NC=CN2)C2=NOC(=N2)C(=O)N(C)CC)C=C(C1)C(F)(F)F)(F)F 3-[3-[1-[[3,5-bis(trifluoromethyl)benzoyl]amino]ethyl]pyrazin-2-yl]-N-ethyl-N-methyl-1,2,4-oxadiazole-5-carboxamide